glucose Calcium salt [Ca].O=C[C@H](O)[C@@H](O)[C@H](O)[C@H](O)CO